C(C)(=O)N1CCC(CC1)C1=CC=2OCCC3=C(CN(C2N2C1=NN=C2)C(=O)OC(C)(C)C)C(=CC=C3)F tert-butyl 4-(1-acetylpiperidin-4-yl)-12-fluoro-8,13-dihydro-[1,2,4]triazolo[4',3':1,6]pyrido[3,2-b]benzo[f][1,4]oxazonine-14(7H)-carboxylate